5-(1-Chloroethyl)-3-methylbenzo[d]oxazol-2(3H)-one ClC(C)C=1C=CC2=C(N(C(O2)=O)C)C1